ClC=1C(=NC=NC1)NC1=C(C=CC=C1)S(=O)(=O)C(C)C 5-chloro-4-((2-(isopropylsulfonyl)phenyl)amino)pyrimidine